6-bromo-7-ethoxy-2-methylimidazo[1,2-a]pyrimidine BrC=1C(=NC=2N(C1)C=C(N2)C)OCC